Bis((2-bromoethyl)amino)phosphinic acid 4-(4-(dimethylcarbamoyl) phenoxy)-5-nitro-2,3-dihydro-1H-inden-1-yl ester CN(C(=O)C1=CC=C(OC2=C3CCC(C3=CC=C2[N+](=O)[O-])OP(=O)(NCCBr)NCCBr)C=C1)C